NC1=CC(=C(C(=N1)C1=C(C=C2C(=NC=NC2=C1)N1CCN(CC1)C(C=C)=O)Cl)Cl)C 1-(4-(7-(6-amino-3-chloro-4-methylpyridin-2-yl)-6-chloroquinazolin-4-yl)piperazin-1-yl)prop-2-en-1-one